[Li].C[C@@H]1CN(CCC1)CC1=C2C(=NC(=C1)C(=O)O)C=NN2 (S)-7-((3-methylpiperidin-1-yl)methyl)-1H-pyrazolo[4,3-b]pyridine-5-carboxylic acid lithium